Trimethoxy(octyl)silane CO[Si](CCCCCCCC)(OC)OC